C(C)OC[C@@H]1COCCN1C[C@@H]1NC[C@H](N(C1)C(=O)OC(C)(C)C)C tert-butyl (2R,5S)-5-(((R)-3-(ethoxymethyl)morpholino)methyl)-2-methylpiperazine-1-carboxylate